C(=O)=COC(C(=O)OC)=CC1=CC=C(C=C1)OC methyl α-carbonylmethoxy-p-methoxycinnamate